6-{3-chloro-5-cyclobutylpyrrolo[3,2-c]pyridazin-6-yl}-2-azaspiro[3.3]heptane-2-carboxylic acid tert-butyl ester C(C)(C)(C)OC(=O)N1CC2(C1)CC(C2)C2=CC=1N=NC(=CC1N2C2CCC2)Cl